NC1=NC=C(C=N1)C(=O)OC methyl 2-aminopyrimidine-5-carboxylate